[Fe].[Mn].[Co] cobalt manganese iron salt